3,4-dihydroxyfuran sulfite S(=O)(O)O.OC1=COC=C1O